C(#N)C1=C2CC(CC2=CC=C1)C(=O)OCC ethyl 4-cyano-2,3-dihydro-1H-indene-2-carboxylate